C(C)(C)(C)OC(NC(C(=O)NCC1=NC=CC=C1OC)(C)C)=O (1-(((3-methoxypyridin-2-yl)methyl)amino)-2-methyl-1-oxopropan-2-yl)carbamic acid tert-butyl ester